O=C1N(CC2=CC(=CC=C12)C1=NC=CC(=C1)CNCCCC1=CC=CC=C1)C1C(NC(CC1)=O)=O 3-(1-oxo-5-(4-(((3-phenylpropyl)amino)methyl)pyridin-2-yl)isoindolin-2-yl)piperidine-2,6-dione